N-(3-methoxybenzyl)-4-((4-methylpiperazin-1-yl)methyl)-N-(3-(pyrrolidin-1-yl)benzyl)oxazol-2-amine COC=1C=C(CN(C=2OC=C(N2)CN2CCN(CC2)C)CC2=CC(=CC=C2)N2CCCC2)C=CC1